N-(4-chloro-3-fluoro-2-methylphenyl)pivalamide ClC1=C(C(=C(C=C1)NC(C(C)(C)C)=O)C)F